C(C)(C)OC(=O)[C@@H]1C[C@H](CCC1)OC1=NC=C(C=C1C(F)(F)F)C#CCO (1S,3S)-3-((5-(3-hydroxyprop-1-yn-1-yl)-3-(trifluoromethyl)pyridin-2-yl)oxy)cyclohexane-1-carboxylic acid isopropyl ester